N-(3,5-dichloro-4-(2,6-dioxopiperidin-3-yl)benzyl)-2-methyl-2,3-dihydrobenzo[b][1,4]dioxine-2-carboxamide ClC=1C=C(CNC(=O)C2(COC3=C(O2)C=CC=C3)C)C=C(C1C1C(NC(CC1)=O)=O)Cl